FC1=C(C=CC=C1OCCN1CCCC1)CNC1=NC(=NC(=N1)C1=CC=C2C=NN(C2=C1)C1OCCCC1)N N4-[[2-Fluoro-3-(2-pyrrolidin-1-ylethoxy)phenyl]methyl]-6-(1-tetrahydropyran-2-ylindazol-6-yl)-1,3,5-triazine-2,4-diamine